C(C1=CC=CC=C1)N(C([C@@H](CC=C)C)=O)CC1=CC=CC=C1 (2R)-N,N-dibenzyl-2-methylpent-4-enamide